CC1C(NNCC1)C(=O)O 4-methylhexahydropyridazine-3-carboxylic acid